C[C@@H]1CN(C[C@H]2N1C[C@@H](C2)NC2=NC=1C[C@@H](NCC1C=C2)C)C2=C1C=CC=NC1=C(C=C2)C#N 5-[(4R,7R,8aS)-4-methyl-7-[[(7S)-7-methyl-5,6,7,8-tetrahydro-1,6-naphthyridin-2-yl]amino]-3,4,6,7,8,8a-hexahydro-1H-pyrrolo[1,2-a]pyrazin-2-yl]quinoline-8-carbonitrile